1,5-dimethoxy-3-pentanol COCCC(CCOC)O